BrC1=CC2=C(N=C3N2[C@@H](CC3)C(F)F)C(=C1)F (S)-7-bromo-1-(difluoromethyl)-5-fluoro-2,3-dihydro-1H-benzo[d]pyrrolo[1,2-a]imidazole